FC1=C(C=CC(=C1)OC1=NN(C=C1)C)NC1=NC=NC2=CC=C(C=C12)C1CN(CCC1)C(C=C)=O 1-(3-(4-((2-fluoro-4-((1-methyl-1H-pyrazol-3-yl)oxy)phenyl)amino)quinazolin-6-yl)piperidin-1-yl)prop-2-en-1-one